6-chloro-N-(4-methoxy-5-methyl-pyrimidin-2-yl)-1H-indole-3-sulfonic acid amide ClC1=CC=C2C(=CNC2=C1)S(=O)(=O)NC1=NC=C(C(=N1)OC)C